BrC1=NN(C=C1)CCC1=NC=NN1C 5-(2-(3-bromo-1H-pyrazol-1-yl)ethyl)1-methyl-1H-1,2,4-triazole